2-[2-(Cyclopropylmethyl)-7-isopropyl-4-oxo-pyrazolo[3,4-d]pyridazin-5-yl]-N-(5-fluoropyrimidin-4-yl)acetamide C1(CC1)CN1N=C2C(=NN(C(C2=C1)=O)CC(=O)NC1=NC=NC=C1F)C(C)C